N-[2-(2-{[tert-butyl(dimethyl)silyl]oxy}ethyl)-6-(hydroxymethyl)-2H-indazol-5-yl]-6-(trifluoromethyl)pyridine [Si](C)(C)(C(C)(C)C)OCCN1N=C2C=C(C(=CC2=C1)N1CC=CC=C1C(F)(F)F)CO